N1=C(N=C(C=2CCCCC12)O)O 5,6,7,8-tetrahydroquinazoline-2,4-diol